5-((3,5-dimethyl-1H-pyrazol-1-yl)methyl)thiophene-2-carboxylic acid CC1=NN(C(=C1)C)CC1=CC=C(S1)C(=O)O